ClC1=CC=C2C(=NC=NC2=C1)N[C@@H](C[C@@H]1CC[C@H](CC1)C1=CC=NC2=CC=C(C=C12)F)C 7-chloro-N-((R)-1-((trans)-4-(6-fluoroquinolin-4-yl)cyclohexyl)propan-2-yl)quinazolin-4-amine